2-[[3-(4-chloro-2-fluoro-phenyl)-5-methyl-triazol-4-yl]methyl]-5-[4-(2-methylimidazol-1-yl)-1-piperidyl]pyridazin-3-one ClC1=CC(=C(C=C1)N1N=NC(=C1CN1N=CC(=CC1=O)N1CCC(CC1)N1C(=NC=C1)C)C)F